OCC1=C(N=C2N1CCNC2=O)C2=NC(=NC=C2C)SC (hydroxymethyl)-2-(5-methyl-2-methylsulfanyl-pyrimidin-4-yl)-5,6-dihydroimidazo[1,2-a]pyrazin-8-one